prop-2-yn-1-yl (4-((((4-nitrophenoxy)carbonyl)oxy)methyl)phenyl)carbamate [N+](=O)([O-])C1=CC=C(OC(=O)OCC2=CC=C(C=C2)NC(OCC#C)=O)C=C1